2-(4-(2-(3-Amino-3-methylazetidin-1-yl)-4-methylthiazole-5-carbonyl)phenyl)-4-(2,6-difluorobenzyl)-2,4-dihydro-3H-1,2,4-triazol-3-one trifluoroacetate salt FC(C(=O)O)(F)F.NC1(CN(C1)C=1SC(=C(N1)C)C(=O)C1=CC=C(C=C1)N1N=CN(C1=O)CC1=C(C=CC=C1F)F)C